C(C=C(C)C)C1=C(C=C(C=C1O)O)C=CC1=CC=C(O)C=C1 prenylresveratrol